2-((3-(3-hydroxy-2,2-dimethylcyclobutoxy)-1-(methyl-d3)-1H-pyrazol-4-yl)amino)-7-((S)-1-methoxypropan-2-yl)-7H-pyrrolo[2,3-d]pyrimidine-6-carbonitrile OC1C(C(C1)OC1=NN(C=C1NC=1N=CC2=C(N1)N(C(=C2)C#N)[C@H](COC)C)C([2H])([2H])[2H])(C)C